3-[2-amino-5-(2,4-dimethyloxazol-5-yl)thiazol-4-yl]benzonitrile NC=1SC(=C(N1)C=1C=C(C#N)C=CC1)C1=C(N=C(O1)C)C